6-(2,2-difluoroethoxy)-4-(4-(difluoromethoxy)phenyl)-2-(2-methyl-2H-indazol-5-yl)pyrido[3,2-c]pyridazin-3(2H)-one FC(COC=1C=CC2=NN(C(C(=C2N1)C1=CC=C(C=C1)OC(F)F)=O)C1=CC2=CN(N=C2C=C1)C)F